(±)-trans-5-((6-(5-(hydroxymethyl)-1-methyl-1H-1,2,3-triazol-4-yl)-2-methyl-pyridin-3-yl)oxy)tetrahydro-2H-pyran-3-carboxylic acid methyl ester COC(=O)[C@@H]1COC[C@H](C1)OC=1C(=NC(=CC1)C=1N=NN(C1CO)C)C |r|